2-(3-((2-(1,5-Dimethyl-6-oxo-1,6-dihydropyridin-3-yl)-3-isopropyl-1H-indol-5-yl)oxy)piperidin-1-yl)-N,N-dimethylacetamid CN1C=C(C=C(C1=O)C)C=1NC2=CC=C(C=C2C1C(C)C)OC1CN(CCC1)CC(=O)N(C)C